C(C)(C)(C)OC(=O)N1CC(C1)C1=CC(=C(CN2CCC(CC2)C(=O)OC)C(=C1)C)F methyl 1-(4-(1-(tert-butoxycarbonyl)azetidin-3-yl)-2-fluoro-6-methylbenzyl)piperidine-4-carboxylate